(2E)-3-(4-chloro-2-hydroxyphenyl)prop-2-enal ClC1=CC(=C(C=C1)/C=C/C=O)O